ClC=1C=CC(=NC1)O[C@@H]1C[C@H](OCC1)CN1N=C(C=2CC(CCC12)(F)F)C(=O)N1CCC(CC1)NC(C)=O N-(1-(1-(((2S,4S)-4-((5-Chloropyridin-2-yl)oxy)tetrahydro-2H-pyran-2-yl)methyl)-5,5-difluoro-4,5,6,7-tetrahydro-1H-indazol-3-carbonyl)piperidin-4-yl)acetamid